FC[C@H](CN(CC[C@@H](C(=O)O)NC=1C2=C(N=CN1)SC=C2C)CCCCC2=NC=1NCCCC1C=C2)OC (S)-4-(((S)-3-fluoro-2-methoxypropyl)(4-(5,6,7,8-tetrahydro-1,8-naphthyridin-2-yl)butyl)amino)-2-((5-methylthieno[2,3-d]pyrimidin-4-yl)amino)butanoic acid